ClC=1C=C(C=CC1)C(C(OC(=O)N[C@H](C(=O)N[C@H](C(C(=O)O)=O)C[C@H]1C(NCC1)=O)CCCC)C1=CC=CC=C1)(F)F (3S)-3-((2S)-2-(((2-(3-chlorophenyl)-2,2-difluoro-1-phenylethoxy)carbonyl)amino)hexanamido)-2-oxo-4-((S)-2-oxopyrrolidin-3-yl)butanoic acid